(S)-3-methylpyridine CC=1C=NC=CC1